1-methyl-N-(5-(4-(trifluoromethyl)phenethoxy)-1H-indol-3-yl)-1H-imidazole-2-carboxamide CN1C(=NC=C1)C(=O)NC1=CNC2=CC=C(C=C12)OCCC1=CC=C(C=C1)C(F)(F)F